N-(5-(difluoromethoxy)-2-(4-methylpiperazin-1-yl)pyridin-4-yl)-1,1-diphenylmethanimine FC(OC=1C(=CC(=NC1)N1CCN(CC1)C)N=C(C1=CC=CC=C1)C1=CC=CC=C1)F